C(C)C=1C(=CC=C2C=CC=C(C12)C1=C(C=2N=C(N=C(C2C=N1)N([C@H]1CNCC1)C)OC[C@]12CCCN2C[C@@H](C1)F)F)F 7-(8-ethyl-7-fluoronaphthalen-1-yl)-8-fluoro-2-(((2R,7aS)-2-fluorotetrahydro-1H-pyrrolizin-7a(5H)-yl)methoxy)-N-methyl-N-((R)-pyrrolidin-3-yl)pyrido[4,3-d]pyrimidin-4-amine